C(C)(C)(C)OC(=O)N1C(COCC1)C=1C=C(C=C2CCN(CC12)C(=O)C1(CC1)O)C=1C=C2C(=NC1)NC=C2C(C)C 2-(1-hydroxycyclopropane-1-carbonyl)-6-(3-isopropyl-1H-pyrrolo[2,3-b]Pyridin-5-yl)-1,2,3,4-tetrahydroisoquinolin-8-yl-morpholine-4-carboxylic acid tert-butyl ester